(1-(tert-butylsulfinyl)-3,3-difluoro-1-azaspiro[3.5]non-7-yl)carbamic acid tert-butyl ester C(C)(C)(C)OC(NC1CCC2(C(CN2S(=O)C(C)(C)C)(F)F)CC1)=O